C(C1=CC=CC=C1)N1C2=C(OCC1)C=C(C=C2)OC 4-Benzyl-7-methoxy-3,4-dihydro-2H-benzo[b][1,4]oxazine